2-((6-((5-Chloro-2-(3-(1-(1,3-dioxoisoindolin-2-yl)propan-2-yl)-4,4-difluoro-5-methylpiperidin-1-yl)pyrimidin-4-yl)amino)-1-methyl-2-oxo-1,2-dihydroquinolin-3-yl)oxy)-N-methylacetamide ClC=1C(=NC(=NC1)N1CC(C(C(C1)C)(F)F)C(CN1C(C2=CC=CC=C2C1=O)=O)C)NC=1C=C2C=C(C(N(C2=CC1)C)=O)OCC(=O)NC